6-cyclopropyl-3,4-dihydro-2H-benzo[b][1,4]oxazine C1(CC1)C1=CC2=C(OCCN2)C=C1